[N-](S(=O)(=O)C(F)(F)F)S(=O)(=O)C(F)(F)F.CN1CN(C=C1)CCCC 1-methyl-3-butylimidazole bis(trifluoromethanesulfonyl)imide salt